benzyl (S)-2-((6-fluoro-1H-indol-3-yl) methyl)-4-methylenepyrrolidine-1-carboxylate FC1=CC=C2C(=CNC2=C1)C[C@H]1N(CC(C1)=C)C(=O)OCC1=CC=CC=C1